CC1=CC=C(C=N1)NC1=NN2C(=NC=CC2=N1)C1=CC(=C(C(=C1)OC)OC)OC N-(6-methylpyridin-3-yl)-5-(3,4,5-trimethoxyphenyl)-[1,2,4]triazolo[1,5-c]pyrimidin-2-amine